N-[(2-Amino-3-pyridyl)sulfonyl]-6-(2-fluoro-5-methylphenyl)-2-[(4S)-2,2,4-trimethylpyrrolidin-1-yl]pyridin-3-carboxamid NC1=NC=CC=C1S(=O)(=O)NC(=O)C=1C(=NC(=CC1)C1=C(C=CC(=C1)C)F)N1C(C[C@@H](C1)C)(C)C